CC(=C)[C@@H]1CC[C@]2([C@H]1[C@H]3CC[C@@H]4[C@]5(CC[C@@H](C([C@@H]5CC[C@]4([C@@]3(CC2)C)C)(C)C)O)C)C The molecule is a pentacyclic triterpenoid that is lupane in which the hydrogen at the 3beta position is substituted by a hydroxy group. It occurs in the skin of lupin seeds, as well as in the latex of fig trees and of rubber plants. It is also found in many edible fruits and vegetables. It has a role as an anti-inflammatory drug and a plant metabolite. It is a secondary alcohol and a pentacyclic triterpenoid. It derives from a hydride of a lupane.